1-(2-Chlorothieno[3,2-d]pyrimidin-4-yl)-N-(4-chlorophenyl)piperidine-3-carboxamide ClC=1N=C(C2=C(N1)C=CS2)N2CC(CCC2)C(=O)NC2=CC=C(C=C2)Cl